COC(\C=C\CC[C@@H](C(=O)NC=1C(N(C=CC1)CC12CC3(CC(CC(C1)C3)C2)Br)=O)NC(=O)C=2OC3=C(C2C)C=CC=C3)=O.BrC(Cl)Br dibromo(chloro)methane (6S,E)-methyl-7-(1-((3-bromo-1-adamantyl)methyl)-2-oxo-1,2-dihydropyridin-3-ylamino)-6-(3-methylbenzofuran-2-carboxamido)-7-oxohept-2-enoate